2-chloro-4-(3-cyclobutylphenyl)-5-fluoropyrimidine ClC1=NC=C(C(=N1)C1=CC(=CC=C1)C1CCC1)F